F[C@@H]\1[C@@]2(CCC[C@](C/C1=C\C=1N=CC(=NC1)C=1C(=CC(=NC1)N1C=NC=C1)O)(N2)C)C 5-(5-((E)-((1S,2S,5R)-2-fluoro-1,5-dimethyl-9-azabicyclo[3.3.1]non-3-ylidene)methyl)pyrazin-2-yl)-2-(1H-imidazol-1-yl)pyridin-4-ol